1-((8-methyl-4-oxoquinazolin-3(4H)-yl)methyl)-1-pyridinium chloride salt [Cl-].CC=1C=CC=C2C(N(C=NC12)C[N+]1=CC=CC=C1)=O